CN1C(N(C2=C1C=C(C=C2)S(=O)(=O)NC2(CC2)C)C2=CC=CC=C2)=O 3-methyl-N-(1-methylcyclopropyl)-2-oxo-1-phenyl-benzoimidazole-5-sulfonamide